OCC1CCC(CC1)N1N=C2C=C(C(=CC2=C1)C(=O)NC1=CN=C2N1N=CC=C2)OC 2-((1r,4r)-4-(hydroxymethyl)cyclohexyl)-N-(imidazo[1,2-b]pyridazin-3-yl)-6-methoxy-2H-indazole-5-carboxamide